2-(4-Chlorophenyl)-3-Methylbutyric Acid ClC1=CC=C(C=C1)C(C(=O)O)C(C)C